C1(CC1)C=1C=CC=2N(C1)C=C(N2)CNC2=CC(=NC=N2)NC(=O)[C@@H]2[C@H](C2)C2=NC=CC(=C2)OC |r| rac-(1S*,2S*)-N-(6-(((6-cyclopropylimidazo[1,2-a]pyridin-2-yl)methyl)amino)pyrimidin-4-yl)-2-(4-methoxypyridin-2-yl)cyclopropane-1-carboxamide